1-isopropylcarbamoyl-3-(3,5-dichlorophenyl)-hydantoin C(C)(C)NC(=O)N1C(=O)N(C(=O)C1)C1=CC(=CC(=C1)Cl)Cl